N(=[N+]=[N-])CC12CCCN2CC(C1)(F)F 7a-(azidomethyl)-2,2-difluoro-tetrahydro-1H-pyrrolizine